methyl (S)-3-(8-chloro-6-(2-fluorophenyl)-1-((3-(4-(2-hydroxyethyl)piperazin-1-yl)propyl)thio)-4H-benzo[f][1,2,4]triazolo[4,3-a][1,4]diazepin-4-yl)propionate ClC=1C=CC2=C(C(=N[C@H](C=3N2C(=NN3)SCCCN3CCN(CC3)CCO)CCC(=O)OC)C3=C(C=CC=C3)F)C1